N'-((2,3-dicyclopropyl-6,7-dihydro-5H-cyclopenta[b]pyridin-4-yl)carbamoyl)-1H-pyrazole-3-sulfonimidamide C1(CC1)C1=C(C(=C2C(=N1)CCC2)NC(=O)N=S(=O)(N)C2=NNC=C2)C2CC2